C(CS(=O)(=O)OC(C)CC)S(=O)(=O)OC(C)CC di-sec-butyl 1,2-ethanedisulfonate